ClC1=C(C#N)C(=CC=N1)NC1=CC2=C(N(C(N2CCC(C(C)C)(C)O)=O)C)C=C1 2-Chloro-4-((3-(3-hydroxy-3,4-dimethylpentyl)-1-methyl-2-oxo-2,3-dihydro-1H-benzo[d]imidazol-5-yl)amino)nicotinonitril